N-(piperidin-4-yl)-N-(propan-2-yl)-2-[1-(pyridin-4-yl)-1H-pyrazol-4-yl]-1,3-thiazole-4-carboxamide N1CCC(CC1)N(C(=O)C=1N=C(SC1)C=1C=NN(C1)C1=CC=NC=C1)C(C)C